3-(((R)-1-(3-((1R,4R)-2-oxa-5-azabicyclo[2.2.1]heptan-5-yl)-2-cyano-7-methylquinoxalin-5-yl)ethyl)amino)-6-chloropicolinic acid [C@H]12OC[C@H](N(C1)C=1C(=NC3=CC(=CC(=C3N1)[C@@H](C)NC=1C(=NC(=CC1)Cl)C(=O)O)C)C#N)C2